3-indoleimine N1=CC(C2=CC=CC=C12)=N